3-(3,5-difluoro-N-methyl-4-piperazin-1-yl-anilino)piperidine-2,6-dione FC=1C=C(N(C)C2C(NC(CC2)=O)=O)C=C(C1N1CCNCC1)F